CN1CCC(CC1)C=1C=C(C(=O)NC2=CC(=C(C=C2)C)NC2=NC=CC(=N2)C=2C=NC=CC2)C=C(C1)C(F)(F)F 3-(1-Methyl-piperidin-4-yl)-N-[4-methyl-3-(4-pyridin-3-yl-pyrimidin-2-ylamino)-phenyl]-5-trifluoromethyl-benzamide